5-(2-Fluoro-6-hydroxy-4-(1-(tetrahydro-2H-pyran-4-yl)-1H-pyrazol-4-yl)phenyl)-1,2,5-thiadiazolidin-3-one 1,1-dioxide FC1=C(C(=CC(=C1)C=1C=NN(C1)C1CCOCC1)O)N1CC(NS1(=O)=O)=O